FC(CC1=CC=C2C=NN=CC2=C1)(F)F 7-(2,2,2-trifluoroethyl)phthalazin